C1(CC1)C=1C=2N(C=C(C1)C(=O)N1[C@@H](C3=CC=CC=C3CC1)C)C=C(N2)C2=C(C=C(C=C2)[C@H]2[C@@H](C2)C(=O)O)F Trans-2-(4-{8-Cyclopropyl-6-[(1R)-1-methyl-1,2,3,4-tetrahydroisoquinoline-2-carbonyl]imidazo[1,2-a]pyridin-2-yl}-3-fluorophenyl)cyclopropane-1-carboxylic acid